2-[(2R,5S)-2-[4-[(3aR,7aS)-2-methyl-3,3a,4,6,7,7a-Hexahydro-1H-pyrrolo[3,4-c]pyridin-5-Yl]phenyl]-5-methyl-1-piperidyl]-N-(6-amino-5-ethyl-3-pyridyl)-2-oxo-acetamide CN1C[C@@H]2CN(CC[C@@H]2C1)C1=CC=C(C=C1)[C@@H]1N(C[C@H](CC1)C)C(C(=O)NC=1C=NC(=C(C1)CC)N)=O